7-(5-fluoro-spiro[3H-benzofuran-2,4'-piperidin]-1'-yl)-2,4-dimethyl-5-oxo-thiazolo[5,4-b]pyridine-6-carbonitrile FC=1C=CC2=C(CC3(CCN(CC3)C=3C4=C(N(C(C3C#N)=O)C)SC(=N4)C)O2)C1